4-(2-Hydroxy-2,3-dihydro-1H-inden-5-yl)piperidine-1-carboxylic acid tert-butyl ester C(C)(C)(C)OC(=O)N1CCC(CC1)C=1C=C2CC(CC2=CC1)O